2'-bromo-4-fluoroacetophenone C1=CC(=CC=C1C(=O)CBr)F